C(C)(=O)N1C[C@@H](CC[C@@H]1C)C1=NC(=CC(=N1)NC=1C=C(C(=O)O)C=C(C1)F)C=1C=NC=CC1 3-((2-((3r,6s)-1-acetyl-6-methylpiperidin-3-yl)-6-(pyridin-3-yl)pyrimidin-4-yl)amino)-5-fluorobenzoic acid